8,9-difluoro-1-((2-(methylsulfonyl)ethyl)amino)-1,5-dihydro-2H-pyrano[3,4-c]isoquinolin-6(4H)-one FC=1C(=CC=2C3=C(NC(C2C1)=O)COCC3NCCS(=O)(=O)C)F